n-hexyl-laurate C(CCCCC)OC(CCCCCCCCCCC)=O